NC1CC2(CC(C2)C2(CC=C(N=C2C)N(CC(F)(F)F)CCOC)N)C1 5-(6-aminospiro[3.3]heptan-2-yl)-N2-(2-methoxyethyl)-6-methyl-N2-(2,2,2-trifluoroethyl)pyridine-2,5-diamine